M-acetyl-m-aminophenol C(C)(=O)C1(CC(=CC=C1)O)N